C1C(O1)COC2=CC=C(C=C2)C3(C4=CC=CC=C4C5=CC=CC=C53)C6=CC=C(C=C6)OCC7CO7 2,2'-(4,4'-(9H-fluorene-9,9-diyl)bis(4,1-phenylene))bis(oxy)bis(methylene)dioxirane